m-trifluoromethyl-phenylalanine FC(C=1C=C(C[C@H](N)C(=O)O)C=CC1)(F)F